FC1=C(C=C(C=C1)F)[C@@](CN1N=CN=C1)([C@@H](C)SSCCC1=NC=CN=C1)O (2R,3R)-2-(2,5-difluorophenyl)-3-((2-(pyrazin-2-yl)ethyl)disulfanyl)-1-(1H-1,2,4-triazol-1-yl)butan-2-ol